COC1=C(C=C(C=N1)C1=CC=C2C(=NNC2=C1)C(=O)NC)C(NCC1=C(C=CC=C1)C(F)(F)F)=O 6-[6-methoxy-5-({[2-(trifluoro-methyl)phenyl]methyl}carbamoyl)pyridin-3-yl]-N-methyl-1H-indazole-3-carboxamide